3-({3-fluoro-2-[(methylsulfamoyl)amino]pyridin-4-yl}methyl)-4-methyl-7-(prop-2-en-1-yloxy)chromen-2-one FC=1C(=NC=CC1CC=1C(OC2=CC(=CC=C2C1C)OCC=C)=O)NS(NC)(=O)=O